C(CCCCCCCCCCCCCCCCCCCCC)(=O)NCCN(C)C behenamidoethyldimethyl-amine